ClC1=C(C=C2C(=NC(=NC2=C1SC[C@H](CO)OC1=CC=C(C=C1)F)O)O)C(F)(F)F (S)-7-chloro-8-((2-(4-fluorophenoxy)-3-hydroxypropyl)thio)-6-(trifluoromethyl)quinazoline-2,4-diol